C(C)N1N=C(C=C1)NC(=O)C=1C(=CC=2N(C1)C=C(N2)C21COC(CC2)(C1)C)OC(C)C N-(1-ethyl-1H-pyrazol-3-yl)-7-isopropoxy-2-(1-methyl-2-oxabicyclo[2.2.1]heptan-4-yl)imidazo[1,2-a]pyridine-6-carboxamide